Cl.FC([C@@H](C)OC=1C=C(C=CC1)C1(CC1)N)(F)F |r| (+-)-1-(3-((1,1,1-trifluoropropan-2-yl)oxy)phenyl)cyclopropane-1-amine hydrochloride